2-(2-((2-(6-(Methylsulfonyl)-5-nitronicotinamido)ethyl)amino)-2-oxoethoxy)acetic acid CS(=O)(=O)C1=NC=C(C(=O)NCCNC(COCC(=O)O)=O)C=C1[N+](=O)[O-]